3-(bicyclo[3.1.0]hexan-3-yl)-2-hydroxycyclohepta-2,4,6-trien-1-one C12CC(CC2C1)C1=C(C(C=CC=C1)=O)O